ClC1=C2CCC3(C2=CC=C1)CCC=1C(=NC(=NC1C3)S(=O)C)N3C1CN(CC3CC1)C(=O)OCC=C allyl 8-(4'-chloro-2-methylsulfinyl-spiro[6,8-dihydro-5H-quinazoline-7,1'-indane]-4-yl)-3,8-diazabicyclo[3.2.1]octane-3-carboxylate